2-(2,6-dioxopiperidin-3-yl)-4,6-difluoroisoindoline-1,3-dione O=C1NC(CCC1N1C(C2=CC(=CC(=C2C1=O)F)F)=O)=O